phenanthro[1,2-c]furan-8-yl (((2R,3R,4S,5R)-3,4,6-tris(benzyloxy)-5-fluorotetrahydro-2H-pyran-2-yl)methyl) succinate C(CCC(=O)OC[C@H]1OC([C@@H]([C@H]([C@@H]1OCC1=CC=CC=C1)OCC1=CC=CC=C1)F)OCC1=CC=CC=C1)(=O)OC1=CC=2C=3C=CC=4C(=COC4)C3C=CC2C=C1